CC1NCC=2N(C1)C=NC2 6-methyl-5,6,7,8-tetrahydroimidazo[1,5-a]pyrazine